N1(CCCC1)C1=CC=C(C=N1)C=1OC2=C(N1)CNC2=O 2-(6-(pyrrolidin-1-yl)pyridin-3-yl)-4,5-dihydro-6H-pyrrolo[3,4-d]oxazol-6-one